3-(2'-isopropyl-[1,1'-biphenyl]-4-yl)-5-(4-(1-methyl-4-(trifluoromethyl)-1H-imidazol-2-yl)phenyl)-1,2,4-oxadiazole C(C)(C)C1=C(C=CC=C1)C1=CC=C(C=C1)C1=NOC(=N1)C1=CC=C(C=C1)C=1N(C=C(N1)C(F)(F)F)C